1-{3-[(1H-Imidazol-1-yl)methyl]-4-phenoxyphenyl}-3-(3-methylphenyl)-1,3,5-triazinan-2,4,6-trion N1(C=NC=C1)CC=1C=C(C=CC1OC1=CC=CC=C1)N1C(N(C(NC1=O)=O)C1=CC(=CC=C1)C)=O